decadiyne C#CC#CCCCCCC